(3R,7S)-2-(4-chloro-3-cyanobenzoyl)-9-((S)-1-(4-(difluoromethoxy)phenyl)ethyl)-N,N,3-trimethyl-10-oxo-1,2,3,4,7,8,9,10-octahydropyrido[4',3':3,4]pyrazolo[1,5-a]pyrazine-7-carboxamide ClC1=C(C=C(C(=O)N2CC=3C(=NN4C3C(N(C[C@H]4C(=O)N(C)C)[C@@H](C)C4=CC=C(C=C4)OC(F)F)=O)C[C@H]2C)C=C1)C#N